5-(1-(2-(4-(4-(2,6-Dioxopiperidin-3-yl)phenyl)-[1,4'-bipiperidin]-1'-yl)ethyl)-piperidin-4-yl)-2-((S)-1-(3-ethoxy-4-methoxyphenyl)-2-(methylsulfonyl)ethyl)isoindoline-1,3-dione O=C1NC(CCC1C1=CC=C(C=C1)C1CCN(CC1)C1CCN(CC1)CCN1CCC(CC1)C=1C=C2C(N(C(C2=CC1)=O)[C@H](CS(=O)(=O)C)C1=CC(=C(C=C1)OC)OCC)=O)=O